C(C1=CC=CC=C1)OC(=O)N[C@@H](CCCCNC([C@H](CCCCNC(CC[C@H](NC(CCCCCCCCCCCCCCCCC(OC(C)(C)C)=O)=O)C(=O)OC(C)(C)C)=O)NC(=O)OC(C)(C)C)=O)C(=O)O (23S,32S,39S)-39-(((benzyloxy)carbonyl)amino)-23-(tert-butoxycarbonyl)-32-((tert-butoxycarbonyl)amino)-2,2-dimethyl-4,21,26,33-tetraoxo-3-oxa-22,27,34-triazatetracontan-40-oic acid